BrC1=CC(=CC=2NC=3N(N=CC3C3(CCN(CC3)C(C)C)C)C21)F 8-bromo-6-fluoro-3-(1-isopropyl-4-methylpiperidin-4-yl)-4H-benzo[4,5]imidazo[1,2-b]pyrazole